3-HYDROXY-4-(METHOXYCARBONYL)PHENYLBORONIC ACID OC=1C=C(C=CC1C(=O)OC)B(O)O